2-methylglutaric acid anion CC(C(=O)[O-])CCC(=O)[O-]